BrC1=C(C(=CC=C1)Br)C1=NC(=NC(=N1)C1=CC=CC=C1)C1=CC=CC=C1 2-(2,6-dibromophenyl)-4,6-diphenyl-1,3,5-triazine